ClC=1C(N(C(=CC1OCC1=NC=C(C=C1F)F)C)C1=CC(=NC=C1C)N1N=C(C=C1C)C(C)(C)O)=O 3-chloro-4-((3,5-difluoropyridin-2-yl)methoxy)-2'-(3-(2-hydroxypropan-2-yl)-5-methyl-1H-pyrazol-1-yl)-5',6-dimethyl-2H-[1,4'-bipyridin]-2-one